C(#N)C1=CC(=C(COC2=CC=CC(=N2)N2CCN(CC2)CC2=NC3=C(N2CCOC)C=C(C(=C3F)NC3=CC=CC=C3)C(=O)OC)C=C1)F methyl 2-((4-(6-((4-cyano-2-fluorobenzyl)oxy)pyridin-2-yl)piperazin-1-yl)methyl)-4-fluoro-1-(2-methoxyethyl)-5-(phenylamino)-1H-benzo[d]imidazole-6-carboxylate